triethylene adipate C(CCCCC(=O)O)(=O)O.C=C.C=C.C=C